C(=CC)N1CCC(CC1)NC1=CC(=C2CNC(C2=C1)=O)C1=CC=C(C=C1)OC1=CC=CC=C1 6-((1-propenylpiperidin-4-yl)amino)-4-(4-phenoxyphenyl)isoindolin-1-one